C(CCC)N(C1CC(N(C(C1)(C)C)C)(C)C)C1=NC(=NC(=N1)N(CCCC)C1CC(N(C(C1)(C)C)C)(C)C)NCCCCCC(CCCCCNC1=NC(=NC(=N1)N(CCCC)C1CC(N(C(C1)(C)C)C)(C)C)N(CCCC)C1CC(N(C(C1)(C)C)C)(C)C)NC1=NC(=NC(=N1)N(CCCC)C1CC(N(C(C1)(C)C)C)(C)C)N(CCCC)C1CC(N(C(C1)(C)C)C)(C)C 1,6,11-tris[2,4-bis(N-butyl-N-(1,2,2,6,6-pentamethyl-4-piperidyl)amino)-s-triazine-6-ylamino]undecane